NC1C(CN(CCC1)C(=O)OC(C)(C)C)C tert-butyl 4-amino-3-methyl-azepane-1-carboxylate